N-(2-(cyclopropylmethoxy)ethylidene)-2-methylpropane-2-sulfinamide C1(CC1)COCC=NS(=O)C(C)(C)C